BrC=1C=C(N)C=C(C1C)Cl 3-Bromo-5-chloro-4-methyl-aniline